6-Hydroxy-N-(2-methylindol-1-yl)pyridine-2-carboxamide OC1=CC=CC(=N1)C(=O)NN1C(=CC2=CC=CC=C12)C